OC=1C=C(C=CC1)C1=C(C(=O)O)C=CC(=C1)C 2-(3'-hydroxyphenyl)-4-methylbenzoic acid